N-(5-cyclobutyl-1H-pyrazol-3-yl)-2-(4-((4-(2,6-dioxopiperidin-3-yl)benzyl)oxy)phenyl)acetamide C1(CCC1)C1=CC(=NN1)NC(CC1=CC=C(C=C1)OCC1=CC=C(C=C1)C1C(NC(CC1)=O)=O)=O